C(C(=C)C)(=O)[O-].C(O)[P+](CO)(CO)CO tetramethylolphosphorus methacrylate